C(C)OC(=O)C1=C(SC(=C1C(=O)OCC)N=CC=1SC(=CC1)[N+](=O)[O-])NC(CCCCCC)=O 2-heptamido-5-(5-nitrothiophen-2-yl)methyleneaminothiophene-3,4-dicarboxylic acid diethyl ester